C1(CC1)C(=O)NC1=CC(=C(N=N1)C(=O)NC([2H])([2H])[2H])NC1=C(C(=CC=C1)C1=NC=C(C=N1)N1C(CCC1)=O)OC 6-(cyclopropanecarboxamido)-4-((2-methoxy-3-(5-(2-oxopyrrolidin-1-yl)pyrimidin-2-yl)phenyl)amino)-N-(methyl-d3)pyridazine-3-carboxamide